C1(CC2C(CC1)O2)C=CC2CC1C(CC2)O1 1,2-bis(3,4-epoxycyclohexyl)ethaneN